C1(CC1)C1=NC=NC(=C1C1=NN2C(C(=N1)NCC1=CC3=C(C=4N(CCCC3)C=C(N4)C(F)(F)F)C=C1)=NC=C2)OC 2-(4-cyclopropyl-6-methoxypyrimidin-5-yl)-N-((2-(trifluoromethyl)-5,6,7,8-tetrahydrobenzo[c]imidazo[1,2-a]azocin-10-yl)methyl)imidazo[2,1-f][1,2,4]triazin-4-amine